4-methylpyrrolo[1,2-a]quinoxaline CC=1C=2N(C3=CC=CC=C3N1)C=CC2